2-[3-({methyl[1-(2-naphthoyl)piperidin-4-yl]amino}carbonyl)-2-naphthyl]-1-(1-naphthyl)-2-oxoethylphosphonic acid CN(C(=O)C=1C(=CC2=CC=CC=C2C1)C(C(C1=CC=CC2=CC=CC=C12)P(O)(O)=O)=O)C1CCN(CC1)C(=O)C1=CC2=CC=CC=C2C=C1